Lauryl-methylamine C(CCCCCCCCCCC)NC